(R)-ethyl-1-(2-(2-cyanoethoxy)-2-(5-fluoro-2-methoxyphenyl)ethyl)-3-((R)-1-(isopropylamino)-1-oxopropan-2-yl)-5-methyl-2,4-dioxo-1,2,3,4-tetrahydrothieno[2,3-d]pyrimidine-6-carboxylate C(C)OC(=O)C1=C(C2=C(N(C(N(C2=O)[C@@H](C(=O)NC(C)C)C)=O)C[C@@H](C2=C(C=CC(=C2)F)OC)OCCC#N)S1)C